6-butoxymethoxy-1,3-dimethylhexylmagnesium iodide C(CCC)OCOCCCC(CC(C)[Mg]I)C